2-fluoroisoquinolin-1(2H)-one FN1C(C2=CC=CC=C2C=C1)=O